2-(9-fluoro-5,5-dioxido-6H-dibenzo[c,e][1,2]thiazin-6-yl)acetamide FC1=CC2=C(N(S(C3=C2C=CC=C3)(=O)=O)CC(=O)N)C=C1